CC(C)C[C@H]1C(=O)N2CCC[C@H]2[C@]3(N1C(=O)[C@](O3)(C)NC(=O)[C@H]4CN([C@@H]5CC6=CNC7=CC=CC(=C67)C5=C4)C)O The molecule is an ergot alkaloid isolated from the fungus Epichloe typhina. It has a role as a fungal metabolite. It derives from a hydride of an ergotaman.